5-(4-methoxyphenyl)-6-trifluoromethyl-1,2,4-triazazine COC1=CC=C(C=C1)C=1N=NN=NC1C(F)(F)F